4-(3-(1H-Imidazol-1-yl)propyl)-N2-(2-(1-(cyclopropylsulfonyl)-1H-pyrazol-4-yl)pyrimidin-4-yl)-5-(1-(difluoromethyl)-1H-pyrazol-3-yl)pyridine-2,4-diamine N1(C=NC=C1)CCCC1(CC(=NC=C1C1=NN(C=C1)C(F)F)NC1=NC(=NC=C1)C=1C=NN(C1)S(=O)(=O)C1CC1)N